2-difluoromethoxyaniline tert-Butyl-3-cyano-3-(1-(difluoromethyl)-1H-pyrazol-5-yl)piperidine-1-carboxylate C(C)(C)(C)OC(=O)N1CC(CCC1)(C1=CC=NN1C(F)F)C#N.FC(OC1=C(N)C=CC=C1)F